5-[1-(2-Chloro-6-fluoro-phenyl)-piperidin-4-yl]-7-(2-cyclopropyl-benzyl)-4-methyl-2,4,5,7-tetrahydro-pyrazolo[3,4-d]pyrimidin-6-one ClC1=C(C(=CC=C1)F)N1CCC(CC1)N1C(N(C=2C(C1C)=CNN2)CC2=C(C=CC=C2)C2CC2)=O